CC1=CC=CC(=N1)C1=C(N=CN1)C=1C=C2C=C(C=NC2=CC1)C=1C=C(SC1)C(=O)OCCNC1CNC1 2-(azetidin-3-ylamino)ethyl 4-[6-[5-(6-methyl-2-pyridyl)-1H-imidazol-4-yl]-3-quinolyl]thiophene-2-carboxylate